(+)-1-(1-phenylethyl)-2-mercaptoimidazole C1(=CC=CC=C1)C(C)N1C(=NC=C1)S